OC1CC(C1)C1CN(C(O1)=O)C1=NC2=C(OCC(N2COCC[Si](C)(C)C)=O)N=C1 6-[5-(3-Hydroxycyclobutyl)-2-oxo-oxazolidin-3-yl]-4-(2-trimethylsilylethoxymethyl)pyrazino[2,3-b][1,4]oxazin-3-one